4-[6-chloro-4-[difluoro(phenyl)methyl]-2-pyridinyl]piperazine-1-carboxylic acid tert-butyl ester C(C)(C)(C)OC(=O)N1CCN(CC1)C1=NC(=CC(=C1)C(C1=CC=CC=C1)(F)F)Cl